C(C)OC1=C(C=CC(=C1)C=1C=NN(C1)C)NC=1N=CC2=C(N1)C(=NC=C2)C=2C=NN(C2)C N-(2-ethoxy-4-(1-methyl-1H-pyrazol-4-yl)phenyl)-8-(1-methyl-1H-pyrazol-4-yl)pyrido[3,4-d]pyrimidin-2-amine